FC([C@@](CNC(=O)C1=NC(=C(C=C1N)C(F)(F)F)C(F)(F)F)(C)O)(F)F 3-Amino-5,6-bis-trifluoromethyl-pyridine-2-carboxylic acid ((S)-3,3,3-trifluoro-2-hydroxy-2-methyl-propyl)-amide